C(CCC)OP1(=NP=NP=N1)C(C(F)(F)F)(F)F n-butoxypentafluoroethyl-cyclotriphosphazene